BrC=1C(=C(C(=NC1C)COC)C(=O)NC1=CC(=C(C=C1)OC1=CC=NC2=CC(=C(N=C12)OC)OC)F)O 5-Bromo-N-[4-[(6,7-dimethoxy-1,5-naphthyridin-4-yl)oxy]-3-fluorophenyl]-4-hydroxy-2-(methoxymethyl)-6-methylpyridine-3-carboxamide